1-(3-(4-fluorophenyl)-7-methyl-2-(1-methyl-1H-1,2,3-triazol-5-yl)quinolin-5-yl)ethan-1-ol FC1=CC=C(C=C1)C=1C(=NC2=CC(=CC(=C2C1)C(C)O)C)C1=CN=NN1C